(±)-1-acetyl-N-tert-butyl-2-(5-fluoropyridin-2-yl)-3-methyleneindoline-2-carboxamide C(C)(=O)N1[C@@](C(C2=CC=CC=C12)=C)(C(=O)NC(C)(C)C)C1=NC=C(C=C1)F |r|